5-((1R,4R)-2-oxa-5-azabicyclo[2.2.1]heptan-5-yl)-N-(3-(difluoromethyl)-1-((1r,4r)-4-carboxycyclohexyl)-1H-pyrazol-4-yl)pyrazolo[1,5-a]pyrimidine-3-carboxamide [C@H]12OC[C@H](N(C1)C1=NC=3N(C=C1)N=CC3C(=O)NC=3C(=NN(C3)C3CCC(CC3)C(=O)O)C(F)F)C2